(6-amino-2-chloro-3-iodo-phenyl)-(2-fluorophenyl)methanone NC1=CC=C(C(=C1C(=O)C1=C(C=CC=C1)F)Cl)I